tetrachloro-1,2-difluoroethane ClC(C(F)(Cl)Cl)(F)Cl